2,2,4,6,7-Pentamethyldihydrobenzofuran-5-sulfonyl chloride CC1=C(C(=C(C2=C1OC(C2)(C)C)C)S(=O)(=O)Cl)C